tert-butyl (R)-2-ethyl-8-fluoro-7-hydroxy-2,3-dihydropyrido[2,3-f][1,4]oxazepine-4(5H)-carboxylate C(C)[C@H]1OC2=C(CN(C1)C(=O)OC(C)(C)C)N=C(C(=C2)F)O